FC1=C(C(=CC=C1)F)C1=C(C=CC2=C1C(=NO2)N2C(N1[C@H](CC2)C([C@@H](C1)NS(=O)(=O)CF)(F)F)=O)F N-{(4aR,6R)-2-[4-(2,6-difluorophenyl)-5-fluoro-1,2-benzoxazol-3-yl]-5,5-difluoro-1-oxooctahydropyrrolo[1,2-c]pyrimidin-6-yl}-1-fluoromethanesulfonamide